2-chloro-4-hydroxy-3-iodo-2'-methyl-spiro[4,5-dihydrothieno[2,3-C]pyran-7,4'-piperidine]-1'-carboxylic acid tert-butyl ester C(C)(C)(C)OC(=O)N1C(CC2(CC1)OCC(C1=C2SC(=C1I)Cl)O)C